ClC=1C(=NOC1C)C1=NN=C2C=CC(=NN21)OCC2=CC=C1C(=N2)CCN(C1)C1COC1 2-(((3-(4-chloro-5-methylisoxazol-3-yl)[1,2,4]triazolo[3,4-f][1,2]diazine-6-yl)oxy)methyl)-6-(oxetan-3-yl)-5,6,7,8-tetrahydropyrido[4,3-b]pyridine